C(C=C)OC1=CC=C(C=C1)NC=1C=NC=CC1 N-[4-(prop-2-en-1-yloxy)phenyl]pyridin-3-amine